FC(C1=NN=C(O1)C=1C=C(C=C(C1)F)C=1N(C=CN1)CC1=NC=CN=C1)F 2-[(2-{3-[5-(difluoromethyl)-1,3,4-oxadiazol-2-yl]-5-fluorophenyl}-1H-imidazol-1-yl)methyl]pyrazine